(S)-2-amino-N-(3-fluoro-4-(2-oxo-1,2-dihydropyridin-4-yl)phenyl)-3,3-Diphenylpropionamide hydrochloride Cl.N[C@H](C(=O)NC1=CC(=C(C=C1)C1=CC(NC=C1)=O)F)C(C1=CC=CC=C1)C1=CC=CC=C1